N-(2-Amino-1-(2-(hydroxymethyl)thiazol-4-yl)ethyl)-5-(5-chloropyridin-2-yl)-1H-pyrrole-2-carboxamide NCC(C=1N=C(SC1)CO)NC(=O)C=1NC(=CC1)C1=NC=C(C=C1)Cl